Racemic-8-chloro-N-(1-(7,8-difluoro-1-oxo-1,2-dihydroisoquinolin-4-yl)ethyl)-N-methylindolizine-2-carboxamide ClC1=CC=CN2C=C(C=C12)C(=O)N(C)[C@H](C)C1=CNC(C2=C(C(=CC=C12)F)F)=O |r|